BrC1=C(C(=CC=C1Br)OC)[C@@H]1CC2=NN=C(N2C1)C1COCC1 (S)-6-(2,3-dibromo-6-methoxyphenyl)-3-(tetrahydrofuran-3-yl)-6,7-dihydro-5H-pyrrolo[2,1-c][1,2,4]triazole